5'-cyano-4-fluoro-[1,1'-biphenyl] C(#N)C=1C=CC=C(C1)C1=CC=C(C=C1)F